COC([C@H](C[C@H]1C(NCC1)=O)NC(=O)OC(C)(C)C)=O (S)-2-(tert-Butoxycarbonylamino)-3-((S)-2-oxopyrrolidin-3-yl)propionic acid methyl ester